CC1(C(C12C=C1C=CC=C1C=C2)(C)C)C tetramethylspiro[cyclopropane-1,5'-inden]